[NH+]1=CC=CC=C1.F[B-](F)(F)F tetrafluoroborate pyridinium salt